C(CCCCCCCCCCCCCCCCCCCCC)(=O)OCCCCOC(CCCCCCCCCCCCCCCCCCCCC)=O butylene bis-behenate